(tert-butylamino)-4-((1R,3R,4R)-3-hydroxy-4-methylcyclohexylamino)-pyrimidine-5-carboxamide C(C)(C)(C)NC1=NC=C(C(=N1)N[C@H]1C[C@H]([C@@H](CC1)C)O)C(=O)N